methyl 4-((5-bromo-1-(4-(trifluoromethyl)benzyl)-1H-indole-7-carboxamido)methyl)benzoate BrC=1C=C2C=CN(C2=C(C1)C(=O)NCC1=CC=C(C(=O)OC)C=C1)CC1=CC=C(C=C1)C(F)(F)F